C(#N)C1=CC=CC(=N1)[C@H](C)NC(=O)C1(CC1)C=1C(NC2=CC=C(C(=C2C1)F)F)=O |o1:8| Rel-N-[(1S)-1-(6-cyanopyridin-2-yl)ethyl]-1-(5,6-difluoro-2-oxo-1H-quinolin-3-yl)cyclopropane-1-carboxamide